CC1=C(C=CC(=C1C#C[Si](C)(C)C)NCC1=CC=C(C=C1)C(F)(F)F)S(=O)(=O)N methyl-4-[[4-(trifluoromethyl)phenyl]methylamino]-3-(2-trimethylsilylethynyl)benzenesulfonamide